tert-butyl (2-(hydroxymethyl)benzyl)carbamate OCC1=C(CNC(OC(C)(C)C)=O)C=CC=C1